2,5-Divinylpyridine C(=C)C1=NC=C(C=C1)C=C